5-Ethyl-2-methoxy-N-(5-(pyrimidin-5-yl)benzo[d]isoxazol-3-yl)benzenesulfonamide C(C)C=1C=CC(=C(C1)S(=O)(=O)NC1=NOC2=C1C=C(C=C2)C=2C=NC=NC2)OC